2-(4-(4-(1,4-Dimethyl-2-(4-(methylsulfonyl)phenyl)-1H-pyrrolo[3,2-c]pyridin-6-yl)-2-fluorophenyl)piperazin-1-yl)ethan-1-ol CN1C(=CC=2C(=NC(=CC21)C2=CC(=C(C=C2)N2CCN(CC2)CCO)F)C)C2=CC=C(C=C2)S(=O)(=O)C